C(C)N1CCNCCC1 1-ethyl-1,4-diazepan